4-[5-(5-fluoro-2-methylpyridin-4-yl)-1H-pyrazole-3-carbonyl]-4-azaspiro[2.5]octane-7-carboxylic acid FC=1C(=CC(=NC1)C)C1=CC(=NN1)C(=O)N1C2(CC2)CC(CC1)C(=O)O